4-[5-Amino-3-(4-chlorophenyl)-1H-pyrazol-1-yl]benzonitrile NC1=CC(=NN1C1=CC=C(C#N)C=C1)C1=CC=C(C=C1)Cl